1-{[5-chloro-6-(5-methoxy-2-pyrazinyl)-2-indolyl]methyl}-3-(perhydro-3-furyl)urea ClC=1C=C2C=C(NC2=CC1C1=NC=C(N=C1)OC)CNC(=O)NC1COCC1